F[C@@H]1[C@@]2(C1)CN(C(C1=CC=C(C=C12)C(F)(F)F)=O)CC(=O)O 2-[(2's,4r)-2'-fluoro-1-oxo-6-(trifluoromethyl)spiro[3H-isoquinoline-4,1'-cyclopropane]-2-yl]Acetic acid